4-fluoro-3-(1-phenylvinyl)pyridin-2-amine FC1=C(C(=NC=C1)N)C(=C)C1=CC=CC=C1